[Cl-].C(CCCCCC)[N+]1=CC(=CC=C1)CCC 1-Heptyl-3-propylpyridinium chlorid